(1-(3-(7-(1-benzylpiperidin-3-yl)-2-methylpyrazolo[1,5-a]pyrimidin-3-yl)phenyl)-1H-1,2,3-triazol-4-yl)-N-methylmethanamine C(C1=CC=CC=C1)N1CC(CCC1)C1=CC=NC=2N1N=C(C2C=2C=C(C=CC2)N2N=NC(=C2)CNC)C